1,1'-(2-Ethoxy-6-fluoro-1,4-phenylene)di(ethan-1-one) C(C)OC1=C(C(=CC(=C1)C(C)=O)F)C(C)=O